2-OXO-6-PHENYL-3-(2,8-DIAZASPIRO[4.5]DECAN-2-YL)PYRAZIN O=C1NC(=CN=C1N1CC2(CC1)CCNCC2)C2=CC=CC=C2